BrC1=C(C(=C2N(C(CNS2(=O)=O)C(=O)OC)C1=O)C1=CC(=CC=C1)C(F)(F)F)CC1=CC=CC2=CC=CC=C12 methyl 7-bromo-8-(naphthalen-1-ylmethyl)-6-oxo-9-(3-(trifluoromethyl)phenyl)-3,4-dihydro-2H,6H-pyrido[1,2-e][1,2,5]thiadiazine-4-carboxylate 1,1-dioxide